ClC1=NC=C(C(=N1)NC=1C=C(COCC=2C=C(C=CC2F)NC(OC(C)(C)C)=O)C=C(C1OC)C1=NN(C=N1)C)C(NC([2H])([2H])[2H])=O Tert-butyl (3-(((3-((2-chloro-5-((methyl-d3)carbamoyl)pyrimidin-4-yl)amino)-4-methoxy-5-(1-methyl-1H-1,2,4-triazol-3-yl)benzyl)oxy)methyl)-4-fluorophenyl)carbamate